N1-(6-chloro-3-(3,4-dichlorophenyl)-9H-carbazol-2-yl)ethane-1,2-diamine ClC=1C=C2C=3C=C(C(=CC3NC2=CC1)NCCN)C1=CC(=C(C=C1)Cl)Cl